4-[2-[(2R)-3-(3,4-dihydro-1H-isoquinolin-2-yl)-2-hydroxy-propyl]-1-oxo-3,4-dihydroisoquinolin-6-yl]piperazine-1-carboxamide C1N(CCC2=CC=CC=C12)C[C@H](CN1C(C2=CC=C(C=C2CC1)N1CCN(CC1)C(=O)N)=O)O